(N,N-Diethyl-3-aminopropyl)trimethoxysilan C(C)N(CCC[Si](OC)(OC)OC)CC